CC1(CC2(CCC1)OC=1C=C(C=CC1C=1N=C(SC12)N)C(F)(F)F)C 3',3'-dimethyl-7-(trifluoromethyl)spiro[chromeno[4,3-d]thiazole-4,1'-cyclohexan]-2-amine